4-(4-chloro-2-fluoro-phenyl)-2-[(2S,6R)-2-(1-cyclopropylpyrazol-4-yl)-6-methyl-morpholin-4-yl]-7-methyl-pyrido[2,3-d]pyridazin-8-one ClC1=CC(=C(C=C1)C1=CC(=NC=2C(N(N=CC21)C)=O)N2C[C@@H](O[C@@H](C2)C)C=2C=NN(C2)C2CC2)F